N(=[N+]=[N-])CCOCCOCCOCCOC1=CC=C(C=C1)C1C(NC(CC1)=O)=O 3-(4-(2-(2-(2-(2-azidoethoxy)ethoxy)ethoxy)ethoxy)phenyl)piperidine-2,6-dione